S1C=NC2=C1C=CC(=C2)C(C)N2CCN(CC2)C2=NC=C(C=N2)S(=O)(=N)CC (2-(4-(1-(benzo[d]thiazol-5-yl)ethyl)piperazin-1-yl)pyrimidin-5-yl)(ethyl)(imino)-λ6-sulfanone